ClC1=CC=C2C(=NC=NC2=C1)NCCCCCN1C(NC2(C1=O)CCCC2)=O 3-(5-((7-Chloroquinazolin-4-yl)amino)pentyl)-1,3-diazaspiro[4.4]nonane-2,4-dione